(10S)-6-chloro-8-(2,6-difluorophenyl)-10-methyl-5-(trifluoromethyl)-1,9,12-triazatetracyclo[9.6.0.02,7.013,17]heptadeca-2,4,6,8,11,13(17)-hexaene ClC=1C(=CC=C2N3C=4CCCC4N=C3[C@@H](N=C(C12)C1=C(C=CC=C1F)F)C)C(F)(F)F